NC=1C=C(C=CC1C=O)CN(C(=O)C=1C=NC(=CC1)C)C=1C(=NC=CC1)S(=O)(=O)C N-[(3-amino-4-formylphenyl)methyl]-N-(2-methanesulfonylpyridin-3-yl)-6-methylpyridine-3-carboxamide